4-(4-(1-isopropyl-4-(trifluoromethyl)-1H-imidazol-2-yl)benzyl)-4,5,6,7-tetrahydro-2H-pyrazolo[4,3-b]pyridine C(C)(C)N1C(=NC(=C1)C(F)(F)F)C1=CC=C(CN2C=3C(CCC2)=NNC3)C=C1